(2S,4S)-N-(3-Chlorophenyl)-1-(3-cyano-6-methyl-4-(trifluoromethyl)pyridin-2-yl)-N-ethyl-4-(2-(hydroxymethyl)-morpholino)pyrrolidine-2-carboxamide ClC=1C=C(C=CC1)N(C(=O)[C@H]1N(C[C@H](C1)N1CC(OCC1)CO)C1=NC(=CC(=C1C#N)C(F)(F)F)C)CC